1-(2-hydroxy-3,5-diiodophenyl)ethanol OC1=C(C=C(C=C1I)I)C(C)O